BrC=1C2=CN(N=C2C(=C(C1Cl)F)N(C)C(C)C)C1OCCCC1 4-bromo-5-chloro-6-fluoro-N-isopropyl-N-methyl-2-(tetrahydro-2H-pyran-2-yl)-2H-indazol-7-amine